2,4,7-TRIMETHYL-1H-INDOLE-3-CARBALDEHYDE CC=1NC2=C(C=CC(=C2C1C=O)C)C